N-(cyclohexylmethyl)-2-[1-[(2,4-dichlorophenyl)methyl]-5-oxopyrrolidin-2-yl]acetamide C1(CCCCC1)CNC(CC1N(C(CC1)=O)CC1=C(C=C(C=C1)Cl)Cl)=O